3-(methacryloyloxy)propyltrimethylammonium iodide [I-].C(C(=C)C)(=O)OCCC[N+](C)(C)C